[1-[2-[4-[1-(2,6-dioxo-3-piperidyl)-3-methyl-2-oxo-benzimidazol-4-yl]-1-piperidyl]ethyl]-4-piperidyl] carbamate C(N)(OC1CCN(CC1)CCN1CCC(CC1)C1=CC=CC=2N(C(N(C21)C)=O)C2C(NC(CC2)=O)=O)=O